ClC=1C=C(C=CC1Cl)C=1N=C(SC1SC(C)C)N1N=C(C(=C1C(=O)O)CC1=C(C=CC=C1)[N+](=O)[O-])C 1-(4-(3,4-dichlorophenyl)-5-(isopropylsulfanyl)thiazol-2-yl)-3-methyl-4-(2-nitrophenylmethyl)-1H-pyrazole-5-carboxylic acid